(R)-4-(4-nitrophenoxymethyl)-2-oxazolidinone [N+](=O)([O-])C1=CC=C(OC[C@H]2NC(OC2)=O)C=C1